dodecylphenyl phosphite P(OC1=C(C=CC=C1)CCCCCCCCCCCC)([O-])[O-]